(R)-6-chloro-2-((1-(methylsulfonyl)piperidin-4-yl)amino)-8-(spiro[2.4]hept-6-en-4-yl)pyrido[2,3-d]pyrimidin-7(8H)-one ClC1=CC2=C(N=C(N=C2)NC2CCN(CC2)S(=O)(=O)C)N(C1=O)[C@H]1C2(CC2)C=CC1